C(#N)CC1(CN(C1)C1CCN(CC1)C(=O)NC1=C(C=C(C=C1)F)C(F)(F)F)N1N=CC(=C1)C=1C2=C(N=CN1)NC=C2 4-{3-(Cyano-methyl)-3-[4-(7H-pyrrolo[2,3-d]-pyrimidin-4-yl)-1H-pyrazol-1-yl]-azetidin-1-yl}-N-[4-fluoro-2-(trifluoromethyl)-phenyl]piperidine-1-carboxamide